C(C)(=O)N1CCC(CC1)C1=NN(C2=CC=CC(=C12)C=1C=C2C=CC=NC2=CC1)CC(=O)NCC(=O)NCC(=O)O 2-(2-{2-[3-(1-acetylpiperidin-4-yl)-4-(quinolin-6-yl)-1H-indazol-1-yl]acetamido}acetamido)acetic acid